methyl (S)-2-(2-(1,1-difluoropropyl)-4-vinylphenoxy)propanoate FC(CC)(F)C1=C(O[C@H](C(=O)OC)C)C=CC(=C1)C=C